6-((R)-1-(4-fluorophenyl)ethyl)-3-methyl-N-((R)-1-methylpyrrolidin-3-yl)-1,2,4-triazin-5-amine FC1=CC=C(C=C1)[C@@H](C)C1=C(N=C(N=N1)C)N[C@H]1CN(CC1)C